ClC1=CC2=C(N(C(N=C2N2[C@H](CN(CC2)C(=O)OC(C)(C)C)C)=O)C=2C(=NC=CC2C)C(C)C)N=C1C1=C(C=CC=C1)OC tert-butyl (S)-4-(6-chloro-1-(2-isopropyl-4-methylpyridin-3-yl)-7-(2-methoxyphenyl)-2-oxo-1,2-dihydropyrido[2,3-d]pyrimidin-4-yl)-3-methylpiperazine-1-carboxylate